1-cyclopropyl-4-((6-(2-(ethoxymethoxy)-6-methyl-4-(trifluoromethyl)phenyl)-3-(prop-1-en-2-yl)-2H-pyrazolo[3,4-b]pyridin-2-yl)methyl)pyrrolidin-2-one C1(CC1)N1C(CC(C1)CN1N=C2N=C(C=CC2=C1C(=C)C)C1=C(C=C(C=C1C)C(F)(F)F)OCOCC)=O